N[C@@H](CCCCN)C(=O)O |r| (dl)-lysine